OCC(C1=CC=CC=C1)NC(C1=CC=CC=C1)=O N-(2-hydroxy-1-phenylethyl)benzamide